4-(3-Amino-5-methyl-1H-pyrazol-1-yl)-2-methylbutan-2-ol NC1=NN(C(=C1)C)CCC(C)(O)C